O=C1NC(CC[C@H]1NC1=CC=C(C=C1)C1CCN(CC1)CC(=O)OC(C)(C)C)=O |r| tert-Butyl 2-[4-[4-[[(3RS)-2,6-dioxo-3-piperidyl]amino]phenyl]-1-piperidyl]acetate